OC1=C2C(=CNC2=CC=C1)CC=O 4-hydroxyindole-3-acetaldehyde